5-chloro-4-(difluoromethyl)pyrimidin ClC=1C(=NC=NC1)C(F)F